C(CCCCCCCCCCCCCCC(C)C)(=O)[O-].C(C)N(CC)CC[NH-] diethylaminoethyl-amide isostearate